COCCOCCOCCOCCOCCS=C(CCS)O.COCCOCCOCCOCCOCCSC(CCS)=O 3-mercaptothiopropionic acid-S-2,5,8,11,14-pentaoxahexadecan-16-yl ester (S-2,5,8,11,14-pentaoxahexadecan-16-yl 3-mercaptopropanethioate)